C(C)OC(=O)C=1C(=C(NC1)C(C)C)CCC(F)(F)F 3-(3,3,3-trifluoropropyl)iso-propylAzole-4-carboxylic acid ethyl ester